3-Chloro-4-isobutylamino-5-prop-2-ynyloxy-5H-furan-2-one ClC=1C(OC(C1NCC(C)C)OCC#C)=O